BrC1=C(C(=C(C(=C1F)C(F)(F)F)F)Br)F 1,3-dibromo-2,4,6-trifluoro-5-trifluoromethylbenzene